sodium (S)-3-(3-(1-methyl-4-oxido-2-oxo-1,2-dihydropyridin-3-yl)ureido)-3-(3'-(trifluoro methoxy)biphenyl-3-yl)propanoate CN1C(C(=C(C=C1)[O-])NC(N[C@@H](CC(=O)[O-])C=1C=C(C=CC1)C1=CC(=CC=C1)OC(F)(F)F)=O)=O.[Na+].[Na+]